C(#N)C1=CC(=C(C=C1)C1=NN=C(C=2C3C=CC(C12)CC3)N[C@H]3CN(CCC3)C(=O)OC(C)(C)C)OCOCC Tert-butyl (3R)-3-((4-(4-cyano-2-(ethoxymethoxy)phenyl)-5,8-dihydro-5,8-ethanophthalazin-1-yl)amino)piperidine-1-carboxylate